(2R,3R,4S,5R)-2-(4-aminopyrrolo[2,1-f][1,2,4]triazin-7-yl)-5-(fluoromethyl)-3,4-dihydroxy-5-(hydroxymethyl)tetrahydrofuran-2-carbonitrile NC1=NC=NN2C1=CC=C2[C@@]2(O[C@@]([C@H]([C@H]2O)O)(CO)CF)C#N